FC(S(=O)(=O)OC=1C=C2C[C@H](N([C@@H](C2=CC1)C1=C(C=C(C=C1F)NC1CN(C1)CCCF)F)C1=CC=C(C=C1)Cl)C)(F)F (1s,3r)-1-(2,6-difluoro-4-((1-(3-fluoropropyl) azetidin-3-yl) amino) phenyl)-2-(4-chlorophenyl)-3-methyl-1,2,3,4-tetrahydroisoquinolin-6-yl trifluoromethanesulfonate